(2R,4S)-1-tert-butoxycarbonyl-4-cyano-pyrrolidine-2-carboxylic acid C(C)(C)(C)OC(=O)N1[C@H](C[C@@H](C1)C#N)C(=O)O